NC1=NNC2=C(C(=CC=C12)C)C1=C(C=C2C(=NC(=NC2=C1F)N1CC(C1)N(C)C)N1C[C@H](N(C[C@@H]1C)C(C=C)=O)C)Cl 1-((2R,5S)-4-(7-(3-amino-6-methyl-1H-indazol-7-yl)-6-chloro-2-(3-(dimethylamino)azetidin-1-yl)-8-fluoroquinazolin-4-yl)-2,5-dimethylpiperazin-1-yl)prop-2-en-1-one